CC1=NNC2=CC=CC(=C12)C1=NC=CC(=N1)NC1=NC(=NC=C1)NC1=CC=C(C=C1)N1CCOCC1 N4-(2-(3-methyl-1H-indazol-4-yl)pyrimidin-4-yl)-N2-(4-morpholinophenyl)pyrimidine-2,4-diamine